(S)-1-((2S,3R)-3-amino-2-hydroxy-5-methylhexanoyl)-N-((S)-4-methyl-1-oxo-1-(phenethylamino)pentan-2-yl)pyrrolidine-2-carboxamide N[C@@H]([C@@H](C(=O)N1[C@@H](CCC1)C(=O)N[C@H](C(NCCC1=CC=CC=C1)=O)CC(C)C)O)CC(C)C